[6-(2,2-difluoro-5-azaspiro[2.4]heptan-5-yl)-5-methyl-3-pyridyl]-[4-(5-methyloxazolo[4,5-b]pyridin-2-yl)piperazin-1-yl]methanone FC1(CC12CN(CC2)C2=C(C=C(C=N2)C(=O)N2CCN(CC2)C=2OC=1C(=NC(=CC1)C)N2)C)F